BrC1=CC=C(C2=C1OCCO2)C(=O)OC methyl 8-bromo-2,3-dihydrobenzo[b][1,4]dioxine-5-carboxylate